Rac-(6R,7S)-7-amino-3-methyl-6-({[(1S,4S)-4-phenylcyclohexyl]oxy}methyl)-6,7,8,9-tetrahydro-4H-quinolizin-4-one N[C@@H]1[C@@H](N2C(C(=CC=C2CC1)C)=O)COC1CCC(CC1)C1=CC=CC=C1 |r|